C1CCCC12CCOCC2 8-oxaspiro[4.5]decane